3-(2,5-difluoro-4-methoxyphenyl)-N-(2-((2R,6S)-2,6-dimethylmorpholinyl)pyrimidin-4-yl)isoxazol-5-amine FC1=C(C=C(C(=C1)OC)F)C1=NOC(=C1)NC1=NC(=NC=C1)N1C[C@H](O[C@H](C1)C)C